N=1C=NN2C1C=CC(=C2)C=2N(N=C1C(N(C=CC12)C1=NC=CN=C1)=O)C1=NC(=CC=C1)C 3-([1,2,4]triazolo[1,5-a]pyridin-6-yl)-2-(6-methylpyridin-2-yl)-6-(pyrazin-2-yl)-2H-pyrazolo[3,4-c]pyridin-7(6H)-one